OC1=C2C(OC(CCCC(CCCC=CC2=CC(=C1)OC1O[C@@H]([C@H]([C@@H]([C@H]1O)O)O)CO)=O)C)=O 15-hydroxy-11-methyl-17-[(3R,4S,5S,6R)-3,4,5-trihydroxy-6-(hydroxymethyl)-tetrahydropyran-2-yl]oxy-12-oxabicyclo[12.4.0]octadeca-1(18),2,14,16-tetraene-7,13-dione